N=1N=CN(C1)C1=CC=C(C=C1)[C@@H]1CC[C@H](CC1)OC=1N=NNC1C(=O)O 4-(((trans)-4-(4-(4H-1,2,4-triazol-4-yl)phenyl)cyclohexyl)oxy)-1H-1,2,3-triazole-5-carboxylic acid